2-[(3-Chloropyridin-2-yl)methyl]-8-methyl-4,5-dihydro-2H-furo[2,3-g]indazole-7-carboxylic acid ClC=1C(=NC=CC1)CN1N=C2C3=C(CCC2=C1)OC(=C3C)C(=O)O